tert-butyl 3-((4,6-difluorobenzo[d]thiazol-2-yl)carbamoyl)piperidine-1-carboxylate FC1=CC(=CC2=C1N=C(S2)NC(=O)C2CN(CCC2)C(=O)OC(C)(C)C)F